C(C)C(C[N+]1=COC=C1)CCCC 3-(2-ethylhexyl)oxazolium